FC=1C=CC2=C(N=C(O2)NC=2OC3=C(N2)C=C(C=C3)CC(=O)OC)C1 methyl [2-(5-fluoro-1,3-benzoxazol-2-ylamino)-1,3-benzoxazol-5-yl]acetate